2,2-difluoro-1-phenylcyclopropane-1-carboxylic acid FC1(C(C1)(C(=O)O)C1=CC=CC=C1)F